O[C@@]1(C(N(CC1)C)=O)C1=CC(=NO1)C=1C=C(C=CC1)B(O)O (R)-(3-(5-(3-hydroxy-1-methyl-2-oxopyrrolidin-3-yl)isoxazol-3-yl)phenyl)boronic acid